(2-fluorobenzyl)carbamate FC1=C(CNC([O-])=O)C=CC=C1